FC1=C(N=C(C2=C1N=C(N=C2)SC)N(CCC=2C=C(C=CC2)S(=O)(=O)O)C)C2=CC(=CC1=CC=C(C(=C21)C#C[Si](C(C)C)(C(C)C)C(C)C)F)OCOC 3-[2-({8-fluoro-7-[7-fluoro-3-(methoxymethoxy)-8-[2-(triisopropylsilyl)ethynyl]naphthalen-1-yl]-2-(methylsulfanyl)pyrido[4,3-d]pyrimidin-5-yl}(methyl)amino)ethyl]benzenesulfonic acid